FC1=CC(=C2C=C(N(C2=C1F)CCNC1=NC=NC(=C1)C1=CC=C(C=C1)C1=NC=NO1)C)OC [2-(6,7-Difluoro-4-methoxy-2-methyl-indol-1-yl)-ethyl]-[6-(4-[1,2,4]oxadiazol-5-yl-phenyl)-pyrimidin-4-yl]-amin